((1S,4R,6R)-6-((5-bromopyridin-2-yl)amino)-2-azabicyclo[2.2.2]oct-2-yl)(4-fluoro-2-(pyrimidin-2-yl)phenyl)methanone BrC=1C=CC(=NC1)N[C@@H]1C[C@@H]2CN([C@H]1CC2)C(=O)C2=C(C=C(C=C2)F)C2=NC=CC=N2